(S)-2-(((S)-3-(5-chloro-2-methylphenyl)-5-(piperidin-1-yl)pentyl)(methyl)amino)-2-(3-methoxy-2-((1r,4S)-4-(trifluoromethoxy)-cyclohexyl)phenyl)acetic acid ClC=1C=CC(=C(C1)[C@H](CCN([C@H](C(=O)O)C1=C(C(=CC=C1)OC)C1CCC(CC1)OC(F)(F)F)C)CCN1CCCCC1)C